1-(tert-Butyl)-5-methyl-3-(2-Ethylphenyl)-pyrazol-4-ol C(C)(C)(C)N1N=C(C(=C1C)O)C1=C(C=CC=C1)CC